C(CCCCC)C(COC(CCCCCCNCCO)=O)CCCCCCCC 7-((2-hydroxyethyl)amino)heptanoic acid 2-hexyldecyl ester